4-[2-[(2-Methylpyrimidin-4-yl)amino]-4-pyridyl]-6-[3-(trifluoromethyl)morpholin-4-yl]-1H-pyridin-2-one CC1=NC=CC(=N1)NC1=NC=CC(=C1)C1=CC(NC(=C1)N1C(COCC1)C(F)(F)F)=O